methyl 7-amino-5-butoxypyrazolo[1,5-c]pyrimidine-3-carboxylate NC1=NC(=CC=2N1N=CC2C(=O)OC)OCCCC